4-(6-amino-2-fluoropyridin-3-yl)piperidine-1-carboxylic acid tert-butyl ester C(C)(C)(C)OC(=O)N1CCC(CC1)C=1C(=NC(=CC1)N)F